ethyl (3R)-3-amino-3-[2-bromo-6-(difluoromethoxy)phenyl]propanoate hydrochloride Cl.N[C@H](CC(=O)OCC)C1=C(C=CC=C1OC(F)F)Br